[N+](=O)([O-])NC(N([N+](=O)[O-])[N+](=O)[O-])=O trinitrourea